[OH-].C(C)N1C=CC=2C=[N+](C=CC21)C(C)C 1-ethyl-5-isopropyl-1H-pyrrolo[3,2-c]pyridin-5-ium hydroxide